α-methyl-2,4,6-trimethylstyrene CC(=C)C1=C(C=C(C=C1C)C)C